COCOC(COC=1C(=C(C=C(C(=O)OCC)C1)[N+](=O)[O-])Cl)COC=1C(=C(C=C(C(=O)OCC)C1)[N+](=O)[O-])Cl diethyl 5,5'-((2-(methoxymethoxy)propane-1,3-diyl)bis(oxy))bis(4-chloro-3-nitrobenzoate)